ethylbenzene-1-sulfinamide C(C)C1=C(C=CC=C1)S(=O)N